2-(6-amino-5-cyanopyridin-3-yl)-N-(1-phenylcyclobutyl)-6,7-dihydrospiro[pyrazolo[5,1-c][1,4]oxazine-4,3'-pyrrolidine]-1'-carboxamide NC1=C(C=C(C=N1)C1=NN2C(=C1)C1(CN(CC1)C(=O)NC1(CCC1)C1=CC=CC=C1)OCC2)C#N